ClC=1C(=C(C=CC1)C1(CC1)C(=O)O)NC1=CC=NN1C 1-(3-chloro-2-((1-methyl-1H-pyrazol-5-yl)amino)phenyl)cyclopropane-1-carboxylic acid